3-o-bromophenyl-1H-pyrazole-5-carboxamide BrC1=C(C=CC=C1)C1=NNC(=C1)C(=O)N